C(CCCCCCC\C=C/CCCCCC)(=O)OCC(OC(CCCCCCC\C=C/CCCCCC)=O)COC(CCCCCCC\C=C/CCCCCC)=O glycerol tripalmitoleate